5-chloro-2-(2-fluoro-4-pyridyl)-4-(6-hydroxy-1,4-oxazepan-4-yl)-1H-pyrimidin-6-one ClC1=C(N=C(NC1=O)C1=CC(=NC=C1)F)N1CCOCC(C1)O